FC1([C@H](C1)C(=O)NC1=NC=NC(=C1)N1C(=NC=C1)NC=1C=NC(=CC1C)C(CC)O)F (1R)-2,2-difluoro-N-[6-(2-{[6-(1-hydroxypropyl)-4-methylpyridin-3-yl]amino}imidazol-1-yl)pyrimidin-4-yl]cyclopropane-1-carboxamide